COC1=CC=C(C=C1)C1(C=CC2=C(O1)C=1C=C(C(=CC1C1=C2C(C2=CC=CC=C21)(OCCOCCOCCO)C)N2CCOCC2)OC)C2=CC=CC=C2 3-(4-methoxyphenyl)-3-phenyl-6-methoxy-7-morpholino-13-methyl-13-hydroxyethoxyethoxyethoxy-3h,13h-indeno[2',3':3,4]naphtho[1,2-b]pyran